(1R,4R)-N1-(3'-chloro-6',7'-dihydrospiro[cyclohexane-1,5'-cyclopenta[d]pyrazolo[1,5-a]pyrimidine]-8'-yl)cyclohexane-1,4-diamine hydrochloride Cl.ClC=1C=NN2C1N=C1C(=C2NC2CCC(CC2)N)CCC12CCCCC2